[B+3].C1(CC1)N1C=C(C(C2=CC(=C(C(=C12)OC)F)F)=O)C(=O)[O-].C1(CC1)N1C=C(C(C2=CC(=C(C(=C12)OC)F)F)=O)C(=O)[O-].C1(CC1)N1C=C(C(C2=CC(=C(C(=C12)OC)F)F)=O)C(=O)[O-] 1-cyclopropyl-6,7-difluoro-1,4-dihydro-8-methoxy-4-oxoquinoline-3-carboxylate boron